ethoxyphenyl-(2,4,6-trimethylbenzoyl)-phosphine oxide C(C)OP(C(C1=C(C=C(C=C1C)C)C)=O)(C1=CC=CC=C1)=O